(3R,4S)-4-{4-[4-(17-amino-3,6,9,12,15-pentaoxaheptadecane-1-sulfonyl)piperazin-1-yl]phenyl}-1-(7-fluoro-2,3-dihydro-1H-inden-1-yl)-N,N-dimethylpyrrolidin-3-amine NCCOCCOCCOCCOCCOCCS(=O)(=O)N1CCN(CC1)C1=CC=C(C=C1)[C@@H]1[C@H](CN(C1)C1CCC2=CC=CC(=C12)F)N(C)C